ClC=1C(=C(C=CC1)N1CN(C(C2=C1N=CC(=C2)C(F)(F)F)=O)C2=C(NC(C=C2)=O)C)C 1-(3-chloro-2-methylphenyl)-3-(2-methyl-6-oxo-1,6-dihydropyridin-3-yl)-6-(trifluoromethyl)-2,3-dihydropyrido[2,3-d]pyrimidin-4(1H)-one